CN1CC2(C1)CCC2 2-methyl-2-azaspiro[3.3]Heptane